C(=O)(O)C1C(C(C(C1)C(=O)O)C(=O)O)C(=O)O 1,2,3,4-tetracarboxylcyclopentane